BrC1=CC=C(C=C1)N1C(N(C2(C1)CCNCC2)CC2=CC(=CC=C2)OC)=O 3-(4-bromophenyl)-1-(3-methoxybenzyl)-1,3,8-triazaspiro[4.5]decan-2-one